FC(C(=C(C(C(F)(F)F)(F)F)F)C(F)(F)F)(F)F perfluoro-2-methyl-2-pentene